BrC=1C=C(C=C2C(N(C(=NC12)N1CCC(CC1)OC)C)=O)C 8-bromo-2-(4-methoxypiperidin-1-yl)-3,6-dimethylquinazolin-4(3H)-one